N-(1-cyanocyclopropyl)-4-(4-hydroxypiperidin-1-yl)-9H-pyrido[2,3-b]indole-7-sulfonamide C(#N)C1(CC1)NS(=O)(=O)C1=CC=C2C3=C(NC2=C1)N=CC=C3N3CCC(CC3)O